N-(5-(2-(2-aminopyridin-3-yl)-5-(1H-pyrazol-1-yl)-3H-imidazo[4,5-b]pyridin-3-yl)-1-methyl-2,3-dihydro-1H-inden-1-yl)-3-formyl-4-hydroxybenzamide NC1=NC=CC=C1C1=NC=2C(=NC(=CC2)N2N=CC=C2)N1C=1C=C2CCC(C2=CC1)(C)NC(C1=CC(=C(C=C1)O)C=O)=O